CC1(OB(OC1(C)C)C=1C=C2C(=CC1)N1C3=C2C=CC=C3C=3C=CC=CC13)C 5-(4,4,5,5-Tetramethyl-1,3,2-dioxaborolan-2-yl)-indolo[3,2,1-jk]carbazol